C1(=CC=CC=C1)CCC(=CC(=O)O)C 5-phenyl-3-methyl-2-pentenoic acid